C(C=C)[C@@H]1[C@@H]2CC[C@H](CN1C1=NC(=NC3=C(C=C(C(=C13)Br)I)F)Cl)N2C(=O)OC(C)(C)C tert-butyl (1S,2R,5R)-2-allyl-3-(5-bromo-2-chloro-8-fluoro-6-iodoquinazolin-4-yl)-3,8-diazabicyclo[3.2.1]octane-8-carboxylate